(3S,4S)-8-(5-((2,3-dichloropyridin-4-yl)thio)-3-(methylsulfinyl)pyrazin-2-yl)-3-methyl-2-oxa-8-azaspiro[4.5]decan-4-amine ClC1=NC=CC(=C1Cl)SC=1N=C(C(=NC1)N1CCC2([C@@H]([C@@H](OC2)C)N)CC1)S(=O)C